tert-butyl 9-((1-(3-(2,6-dioxopiperidin-3-yl)-1-methyl-1H-indazol-7-yl)piperidin-4-yl)methyl)-3,9-diazaspiro[5.5]undecane-3-carboxylate O=C1NC(CCC1C1=NN(C2=C(C=CC=C12)N1CCC(CC1)CN1CCC2(CCN(CC2)C(=O)OC(C)(C)C)CC1)C)=O